bis(biphenylene) nickel [Ni].C1=CC=CC=2C3=CC=CC=C3C12.C1=CC=CC=2C3=CC=CC=C3C12